OC1=CC=C(C=C1)C=1C=C(C=CC1)CN1[C@H](COCC1)C(=O)N[C@@H](C)C1=CC=C(C(=O)OC)C=C1 methyl 4-[(1S)-1-[[(3R)-4-[[3-(4-hydroxyphenyl)phenyl]methyl]morpholine-3-carbonyl]amino]ethyl]benzoate